3-benzyl-1-(trans-4-((5-cyano-4-(pyrazolo[1,5-a]pyridin-3-yl)pyrimidin-2-yl)amino)cyclohexyl)-1-(5-(1-methyl-1H-pyrazol-4-yl)pyridin-2-yl)urea C(C1=CC=CC=C1)NC(N(C1=NC=C(C=C1)C=1C=NN(C1)C)[C@@H]1CC[C@H](CC1)NC1=NC=C(C(=N1)C=1C=NN2C1C=CC=C2)C#N)=O